BrC=1C=CC(=C(CN2CCC(CC2)OC)C1)OC 1-(5-bromo-2-methoxybenzyl)-4-methoxypiperidine